CC1=C(C(=CC=C1)C)C1=NC(=NC(=C1)OC[C@@H](CC(C)(C)C)NCC1=CN=C2C(=N1)N(C(=C2)C(C)C)CCOC)NS(=O)(=O)C=2C=C(C(=O)O)C=CC2 3-[[4-(2,6-Dimethylphenyl)-6-[(2R)-2-[[6-isopropyl-5-(2-methoxyethyl)pyrrolo[2,3-b]pyrazin-3-yl]methylamino]-4,4-dimethyl-pentoxy]pyrimidin-2-yl]sulfamoyl]benzoic acid